C(C)(C)(C)OC(=O)N1CC(CCC1)NC=1N=NC(=C(C1)C(F)(F)F)C1=C(C=C(C=C1)C#C)OCOCC 3-((5-trifluoromethyl-6-(2-ethoxymethoxy-4-ethynylphenyl)pyridazin-3-yl)amino)piperidine-1-carboxylic acid tert-butyl ester